FC1=C(C=CC(=C1)C)CNC1CCN(CC1)C N-[(2-fluoro-4-methylphenyl)methyl]-1-methylpiperidin-4-amine